BrC=1C(=C(C(=C(C1C(=O)[O-])OBr)Br)Br)Br pentabromosalicylate